6-chloro-2-(4-chlorophenoxy)-3-nitropyridine ClC1=CC=C(C(=N1)OC1=CC=C(C=C1)Cl)[N+](=O)[O-]